(E)-N,N-diethyl-3-(4-hydroxyphenyl)acrylamide C(C)N(C(\C=C\C1=CC=C(C=C1)O)=O)CC